C(C1=CC=CC=C1)N(CC(=O)NC1=CC(=CC=C1)C(F)(F)F)S(=O)(=O)C N~2~-benzyl-N~2~-(methylsulfonyl)-N~1~-[3-(trifluoromethyl)phenyl]-glycinamide